FC(OC1=C(N)C=C(C=C1)C)F 2-(difluoromethoxy)-5-methylaniline